2-(ethoxymethyl)-1-(2-methylpropyl)-1H-imidazo[4,5-c]quinoline C(C)OCC=1N(C2=C(C=NC=3C=CC=CC23)N1)CC(C)C